C(C1=CC=CC=C1)OC=1C=C2CC[C@H](CC2=C(C1N1S(NC(C1)=O)(=O)=O)F)N(C(OCC1=CC=CC=C1)=O)CCC(C)C benzyl [(2R)-6-(benzyloxy)-8-fluoro-7-(1,1,4-trioxo-1λ6,2,5-thiadiazolidin-2-yl)-1,2,3,4-tetrahydronaphthalen-2-yl](3-methylbutyl)carbamate